C(C)(C)N1C(C2=CC=CC=C2CC1)CC(=O)O 2-(2-isopropyl-1,2,3,4-tetrahydroisoquinolin-1-yl)acetic acid